CO\N=C\C1=C(C(=C(C=C1Cl)Br)C)F (E)-4-bromo-6-chloro-2-fluoro-3-methylbenzaldehyde O-methyl oxime